Lignoceryl Tricosylate C(CCCCCCCCCCCCCCCCCCCCCC)(=O)OCCCCCCCCCCCCCCCCCCCCCCCC